N1C(=NC2=C1C=CC=C2)C2=CC(=NN2)NC(C2=CC=C(C=C2)N2C[C@H](CC2)O)=O N-[5-(1H-benzimidazol-2-yl)-1H-pyrazol-3-yl]-4-[(3S)-3-hydroxy-pyrrolidin-1-yl]benzamide